bis((7-(4-(4-(benzo[b]thiophen-4-yl)piperazin-1-yl)butoxy)-2-oxoquinolin-1(2H)-yl)methyl) succinate C(CCC(=O)OCN1C(C=CC2=CC=C(C=C12)OCCCCN1CCN(CC1)C1=CC=CC=2SC=CC21)=O)(=O)OCN2C(C=CC1=CC=C(C=C21)OCCCCN2CCN(CC2)C2=CC=CC=1SC=CC12)=O